8-nonen CCCCCCCC=C